FC=1C=C2C(=NNC2=CC1OC)C1=CC(=NO1)C1=CC=C(C=C1)C(=O)N1CC(C1)N1CCOCC1 5-Fluoro-6-methoxy-3-(3-{4-[3-(morpholin-4-yl)azetidin-1-carbonyl]phenyl}-1,2-oxazol-5-yl)-1H-indazol